1-ISOPROPYL-AZEPANE-4-CARBALDEHYDE C(C)(C)N1CCC(CCC1)C=O